3H-pyrrolo[2,3-c]quinoline-2-ol C1=C(NC=2C=NC=3C=CC=CC3C21)O